ClP(C=1NC2=CC=CC=C2C1)C=1NC2=CC=CC=C2C1 mono-chlorodiindolylphosphine